BrC=1C(=CC2=C(NC(C(CS2)(CC)CC)=O)C1)OC 7-bromo-3,3-diethyl-8-methoxy-2,3-dihydro-1,5-benzothiazepin-4(5H)-one